OC1=C(C=C(C=C1C(C)(C)C)CCCC(C(=C)C)=O)N1N=C2C(=N1)C=CC(=C2)OC 2-(2'-hydroxy-5'-methacryloylpropyl-3'-tert-butyl-phenyl)-5-methoxy-2H-benzotriazol